CS(=O)(=O)O.CN1CCCCC1 methylpiperidine methylsulfonate salt